methyl (S)-1-(2-((tert-butyldimethylsilyl)oxy)propyl)-3-methyl-1H-pyrazole-5-carboxylate [Si](C)(C)(C(C)(C)C)O[C@H](CN1N=C(C=C1C(=O)OC)C)C